OC=1N=C2N(C(C1)=O)N=C(S2)C2CN(CC2)C(=O)OCC2=CC=CC=C2 benzyl 3-(7-hydroxy-5-oxo-[1,3,4]thiadiazolo[3,2-a]pyrimidin-2-yl)pyrrolidine-1-carboxylate